Triphenylsulfonium nitrate salt [N+](=O)([O-])[O-].C1(=CC=CC=C1)[S+](C1=CC=CC=C1)C1=CC=CC=C1